N-α-(9-fluorenylmethoxycarbonyl)-N-ε-allyloxycarbonyl-L-lysine C=CCOC(=O)NCCCC[C@@H](C(=O)O)NC(=O)OCC1C2=CC=CC=C2C3=CC=CC=C13